N1C[C@H](CC1)C(C(=O)O)C 2-((R)-pyrrolidin-3-yl)propanoic acid